4,6-dichloro-7-(2-fluoro-5-methylphenyl)-1-(2-isopropyl-4-methylpyridin-3-yl)pyrido[2,3-d]pyrimidin-2(1H)-one ClC=1C2=C(N(C(N1)=O)C=1C(=NC=CC1C)C(C)C)N=C(C(=C2)Cl)C2=C(C=CC(=C2)C)F